The molecule is an O-acylcarnitine having 11-carboxyundecanoyl as the acyl substituent. It has a role as a metabolite. It derives from a dodecanedioic acid. C[N+](C)(C)C(CCC(=O)[O-])OC(=O)CCCCCCCCCCC(=O)O